C(C)OC1(CNCC1)CO (3-ethoxypyrrolidin-3-yl)methanol